BrC=1N=CN(C1)CCNC(OC(C)(C)C)=O tert-butyl (2-(4-bromo-1H-imidazol-1-yl)ethyl)carbamate